BrCCC(CCBr)(C)C 1,5-dibromo-3,3-dimethylpentane